C(C)(C)(C)OC(=O)N[C@@H](C(=O)O)CO (2R)-2-(tert-butoxycarbonylamino)-3-hydroxypropionic acid